O1C(=NC=C1)[C@@H](C)O |r| (rac)-1-(1,3-oxazol-2-yl)ethan-1-ol